2-chloro-4-fluoro-5-(1,3-dioxotetrahydro-1H-[1,2,4]triazolo[1,2-a]pyridazin-2(3H)-yl)phenol ClC1=C(C=C(C(=C1)F)N1C(N2N(CCCC2)C1=O)=O)O